5-(tert-butyl)-1H-imidazole-4-formaldehyde C(C)(C)(C)C1=C(N=CN1)C=O